N-(2-nitrobenzyl)-N-(4-(3-(piperidine-1-carbonyl)pyrazolo[1,5-a]Pyridin-7-yl)phenyl)nicotinamide [N+](=O)([O-])C1=C(CN(C(C2=CN=CC=C2)=O)C2=CC=C(C=C2)C2=CC=CC=3N2N=CC3C(=O)N3CCCCC3)C=CC=C1